ClC=1C=NC=C(C1[C@@H](C)OC=1C=C2C(=NNC2=CC1)C=1C=NC(=C(C1)F)N1CC2(C1)NCCCC2)Cl (R)-5-(1-(3,5-dichloropyridin-4-yl)ethoxy)-3-(5-fluoro-6-(2,5-diazaspiro[3.5]-nonan-2-yl)pyridin-3-yl)-1H-indazole